CN(C(C=C)=O)C N,N-dimethyl-2-propenamide